OCC(C1=CC=CC=C1)NC(=O)C1=CN(C=C1)C1=NC(=NC=C1C)NC(C)C1=CC=CC=C1 N-(2-hydroxy-1-phenyl-ethyl)-1-(5-methyl-2-((1-phenylethyl)amino)pyrimidin-4-yl)-1H-pyrrole-3-carboxamide